4-(hydroxymethyl)hexahydropyrrolo[3,4-c]pyrrole-2(1H)-carboxylic acid tert-butyl ester C(C)(C)(C)OC(=O)N1CC2CNC(C2C1)CO